(E)-N-(2-(6-methoxy-2-oxo-2,3-dihydro-1,3-benzooxazol-3-yl)ethyl)-3-(3,4-dimethoxyphenyl)acrylamide COC1=CC2=C(N(C(O2)=O)CCNC(\C=C\C2=CC(=C(C=C2)OC)OC)=O)C=C1